NC1=CC=CC(=N1)S(=O)(=O)NC(=O)C=1C(=NC(=CC1)C1=C(C=CC=C1)O)N1C(C[C@@H](C1)C)(C)C N-[(6-Amino-2-pyridyl)sulfonyl]-6-(2-hydroxyphenyl)-2-[(4S)-2,2,4-trimethylpyrrolidin-1-yl]pyridin-3-carboxamid